(5-fluoro-2-(methoxymethyl)phenyl)boronic acid FC=1C=CC(=C(C1)B(O)O)COC